6-(2-chloro-3-(4,4,5,5-tetramethyl-1,3,2-dioxaborolan-2-yl)phenyl)-2-(difluoromethoxy)4-methyl-nicotinaldehyde ClC1=C(C=CC=C1B1OC(C(O1)(C)C)(C)C)C1=NC(=C(C=O)C(=C1)C)OC(F)F